C(C)(=O)N1CCC2=CC(=CC=C12)CC(CCN1CCC(CC1)C1=NOC2=C1C=CC(=C2)F)=O 1-(1-acetylindolin-5-yl)-4-(4-(6-fluorobenzo[d]isoxazol-3-yl)piperidin-1-yl)butanone